[Ni].[Cd].[Co] cobalt cadmium nickel